4-(1H-imidazo[4,5-c]pyridin-1-yl)benzamide N1(C=NC=2C=NC=CC21)C2=CC=C(C(=O)N)C=C2